Cl.NCC1=CC(=NC(=C1)C(F)(F)F)OC=1C=C(C=CC1)C(=O)N1C[C@H]([C@@H](C1)O)F (3-((4-(aminomethyl)-6-(trifluoromethyl)pyridin-2-yl)oxy)phenyl)((3R,4R)-3-fluoro-4-hydroxypyrrolidin-1-yl)methanone, hydrochloride salt